NC1=C2C(=NC=N1)N(N=C2C)[C@@H](C)C=2C(=C(C(=C(C2)Cl)F)[C@H]2CC(NC2)=O)OCC (4R)-4-[3-[(1S)-1-(4-amino-3-methylpyrazolo[3,4-d]pyrimidin-1-yl)ethyl]-5-chloro-2-ethoxy-6-fluorophenyl]pyrrolidin-2-one